1-methyldiethoxysilyl-2-tris(morpholino)silylethylene C[Si](C=C[Si](N1CCOCC1)(N1CCOCC1)N1CCOCC1)(OCC)OCC